FC1=C2CC[C@]3(CCC=4C(=NC(=NC4C3)SC)N3C[C@@H](N(CC3)C(=O)OC(C)(C)C)COC)CC2=CC=C1 tert-butyl (R)-4-((R)-5-fluoro-2'-(methylthio)-3,4,5',8'-tetrahydro-1H,6'H-spiro[naphthalene-2,7'-quinazolin]-4'-yl)-2-(methoxymethyl)piperazine-1-carboxylate